C1(CCCCC1)N1CCC(CC1)NC1=NC(=NC2=CC(=C(C=C12)OC)OC)NCCCCNC(C=C)=O N-(4-((4-((1-cyclohexylpiperidin-4-yl)amino)-6,7-dimethoxyquinazolin-2-yl)amino)butyl)acrylamide